methyl 3-bromo-4-[(2-chloro-5-fluorophenyl)carbonyl]-5-fluoro-2-methylbenzoate BrC=1C(=C(C(=O)OC)C=C(C1C(=O)C1=C(C=CC(=C1)F)Cl)F)C